coumarin selenium [Se].O1C(=O)C=CC2=CC=CC=C12